Ethyl 6-chloro-2-(((2,6-dioxopiperidin-3-yl)amino)methyl)nicotinate ClC1=NC(=C(C(=O)OCC)C=C1)CNC1C(NC(CC1)=O)=O